imidazo[1',2':1,6]pyrido[2,3-d]pyrimidin-4-amine N1=CN=C(C2=C1N1C(C=C2)=NC=C1)N